1-[3-[4-[3-(2,2,2-Trifluoroethoxy)azetidin-1-yl]phenyl]azetidine-1-carbonyl]pyrrolidine-3-carboxamide FC(COC1CN(C1)C1=CC=C(C=C1)C1CN(C1)C(=O)N1CC(CC1)C(=O)N)(F)F